ClC1=NC=CC(=N1)C[C@@H](C)O (2R)-1-(2-chloropyrimidin-4-yl)propan-2-ol